CCCS(=O)(=O)C(=O)S(=O)(=O)CCC 3-propane-sulfonyl ketone